C1CCN2C1=C(C=1C=CC=CC21)C(=O)OC2C[C@H]1CCC[C@@H](C2)N1C(=O)OC(C)(C)C (1R,3r,5S)-9-(tert-butoxycarbonyl)-9-azabicyclo[3.3.1]nonan-3-yl 2,3-dihydro-1H-pyrrolo[1,2-a]indole-9-carboxylate